S(N)(OC[C@@H]1[C@H](C[C@@H](C1)NC1=NC=NC=C1C(=O)C=1SC(=C(C1)[C@H]1OCCC2=CC=C(C=C12)F)Cl)O)(=O)=O [(1R,2S,4R)-4-[[5-[5-chloro-4-[(1S)-7-fluoroisochroman-1-yl]thiophene-2-carbonyl]pyrimidin-4-yl]amino]-2-hydroxy-cyclopentyl]methyl sulfamate